2-chloro-4-(((R)-1-((cis)-4-(6-fluoroquinolin-4-yl)cyclohexyl)propan-2-yl)amino)quinazoline-7-carbonitrile ClC1=NC2=CC(=CC=C2C(=N1)N[C@@H](C[C@@H]1CC[C@@H](CC1)C1=CC=NC2=CC=C(C=C12)F)C)C#N